(7-bromo-3-ethylsulfonyl-quinolin-2-yl)-3-fluoro-6-trifluoromethyl-1H-pyrrolo[3,2-b]pyridine BrC1=CC=C2C=C(C(=NC2=C1)N1C=C(C2=NC=C(C=C21)C(F)(F)F)F)S(=O)(=O)CC